The molecule is a long-chain fatty acid anion that is the conjugate base of 5-PAHSA, obtained by deprotonation of the carboxy group; major species at pH 7.3. It has a role as an anti-inflammatory agent, a hypoglycemic agent and a human metabolite. It is a conjugate base of a 5-PAHSA. CCCCCCCCCCCCCCCC(=O)OC(CCCCCCCCCCCCC)CCCC(=O)[O-]